CCCCCCCCCCCCCCCCCCNC(=O)CC(C(=O)[O-])S(=O)(=O)[O-].[Na+].[Na+] Disodium Stearyl Sulfosuccinamate